[Cl-].C(C1=CC=CC=C1)[PH+](C)C benzyldimethylphosphonium chloride